4-(4-chlorophenyl)-N-(2-ethyl-6-(1-(trifluoromethylsulfonyl)-1,2,3,6-tetrahydropyridin-4-yl)imidazo[1,2-a]pyridin-3-yl)-N-methylthiazol-2-amine ClC1=CC=C(C=C1)C=1N=C(SC1)N(C)C1=C(N=C2N1C=C(C=C2)C=2CCN(CC2)S(=O)(=O)C(F)(F)F)CC